NC1(CCC2(C(=CC3=CC=4OCCCCOC4C=C23)Br)CC1)C(=O)O 4-amino-9'-bromo-2',3',4',5'-tetrahydrospiro[cyclohexane-1,8'-indeno[5,6-b][1,4]dioxocine]-4-carboxylic acid